ClC=1C=C(C=CC1Cl)C(Cl)(Cl)Cl 3,4-dichloro-1-(trichloromethyl)benzene